4-(phenylmethoxy)-benzenepentanoic acid C1(=CC=CC=C1)COC1=CC=C(C=C1)CCCCC(=O)O